6,7-dimethyl-2-((2S)-2-(1-methyl-1H-pyrazol-4-yl)-4-morpholinyl)-4-(cis-3-(trifluoromethyl)cyclobutyl)pteridine CC=1N=C2C(=NC(=NC2=NC1C)N1C[C@@H](OCC1)C=1C=NN(C1)C)[C@@H]1C[C@@H](C1)C(F)(F)F